(R)-N-(1-(3-bromo-5-chlorophenyl)ethyl)-5-hydroxy-2-methylbenzamide BrC=1C=C(C=C(C1)Cl)[C@@H](C)NC(C1=C(C=CC(=C1)O)C)=O